oleyloxyethan-1-ol C(CCCCCCC\C=C/CCCCCCCC)OC(C)O